2-methyl-2,3-dihydro-1H-pyrrolo[3,4-c]pyridin-1-one CN1CC=2C=NC=CC2C1=O